1,2,3,5-tetrakis-(mercaptomethyl)benzene SCC1=C(C(=CC(=C1)CS)CS)CS